2-(furan-3-yl)-6-methyl-N-(3-[4'-(trimethylsilyl)-[1,1'-biphenyl]-4-yl]propyl)thieno[2,3-d]pyrimidin-4-amine O1C=C(C=C1)C=1N=C(C2=C(N1)SC(=C2)C)NCCCC2=CC=C(C=C2)C2=CC=C(C=C2)[Si](C)(C)C